NC1=NC(=CC(=N1)N1[C@H](CCCCC1)C=1C=C(C=CC1OC)O)C (R)-3-[1-(2-amino-6-methyl-pyrimidin-4-yl)azepan-2-yl]-4-methoxy-phenol